OC1=C(CNC2=C3N=CN(C3=NC=N2)[C@H]2[C@@H](O)[C@H](O)[C@H](O2)CO)C=CC(=C1O)O 6-(2,3,4-trihydroxybenzylamino)-9-β-D-arabinofuranosylpurine